CON(C(=O)[C@H]1CN(C[C@H](O1)C)C(=O)OC(C)(C)C)C tert-butyl (2R,6R)-2-(methoxy(methyl)carbamoyl)-6-methylmorpholine-4-carboxylate